N(=[N+]=[N-])CCOCCOCCOCCOCCN(C(OCC[Si](C)(C)C)=O)C trimethylsilylethyl N-[2-[2-[2-[2-(2-azidoethoxy)ethoxy]ethoxy]ethoxy]ethyl]-N-methyl-carbamate